(Z)-3-((5-(difluoromethoxy)pyridin-2-yl)oxy)-N'-hydroxybenzamidine FC(OC=1C=CC(=NC1)OC=1C=C(/C(=N/O)/N)C=CC1)F